C(C)(C)(C)N(C(O)=O)CCCCOCCN1CCC(CC1)C1=CC=C2C(C=3N(C=4C=CC=C(C4C(N3)=O)Cl)C2=C1)(C)C.CC1=CC=C(C=C1)S(=O)(=O)OCCC=1C=NNC1 4-[2-(p-toluenesulfonyloxy)ethyl]pyrazole tert-butyl-(4-(2-(4-(4-chloro-7,7-dimethyl-5-oxo-5,7-dihydroindolo[1,2-a]quinazolin-10-yl)piperidin-1-yl)ethoxy)butyl)carbamate